FC1=C(C(=O)N[C@@H](C(=O)N2CCC3(CC2)C(CN(C(C3)=O)C)C=3C=NC=CC3)C(C)C)C=C(C=C1)C(F)(F)F 2-fluoro-N-((2R)-3-methyl-1-(9-methyl-10-oxo-7-(pyridin-3-yl)-3,9-diazaspiro[5.5]undecan-3-yl)-1-oxobutan-2-yl)-5-(trifluoromethyl)benzamide